(E)-3-(3-[2-(2,4-Diamino-6-ethylpyrimidin-5-yloxy)ethoxy]phenyl)-N-hydroxyacrylamide hydrochloride Cl.NC1=NC(=C(C(=N1)N)OCCOC=1C=C(C=CC1)/C=C/C(=O)NO)CC